N1(CCC1)C=1C=C2C(=NC=NC2=CC1C1=C(C=CC(=N1)N)C(F)(F)F)N1CCNCC1 6-[6-(azetidin-1-yl)-4-piperazin-1-yl-quinazolin-7-yl]-5-(trifluoromethyl)pyridin-2-amine